2-((2,3-dichloropyridin-4-yl)oxy)-5-nitropyrimidine ClC1=NC=CC(=C1Cl)OC1=NC=C(C=N1)[N+](=O)[O-]